1-(4-(isopentyloxy)phenyl)-2-(p-tolyl)diazene C(CC(C)C)OC1=CC=C(C=C1)N=NC1=CC=C(C=C1)C